((6-methoxy-2-methyl-1,2,3,4-tetrahydroisoquinolin-7-yl)amino)-5-((2-(trifluoromethyl)phenyl)amino)-1,2,4-triazine-6-carboxamide COC=1C=C2CCN(CC2=CC1NC=1N=NC(=C(N1)NC1=C(C=CC=C1)C(F)(F)F)C(=O)N)C